2-chloro-5-((6-methoxypyridin-3-yl)methyl)pyridine ClC1=NC=C(C=C1)CC=1C=NC(=CC1)OC